4-(4-amino-5-(4-aminophenyl)pyrrolo[2,1-f][1,2,4]triazin-7-yl)cyclohexan-1-ol NC1=NC=NN2C1=C(C=C2C2CCC(CC2)O)C2=CC=C(C=C2)N